2-[[4-(4-pyridinyl)piperazin-1-yl]methyl]-6-(trifluoromethyl)-1H-indole N1=CC=C(C=C1)N1CCN(CC1)CC=1NC2=CC(=CC=C2C1)C(F)(F)F